(2R)-2-((6-amino-1-methyl-2-oxo-1,2-dihydroquinolin-4-yl)amino)-N-(2-hydroxyethyl)propanamide NC=1C=C2C(=CC(N(C2=CC1)C)=O)N[C@@H](C(=O)NCCO)C